COC=1C=C2C=C(C=NC2=CC1OC)C1=CC=C(C=C1)[N+](=O)[O-] 6,7-Dimethoxy-3-(4-nitro-phenyl)-quinoline